2-methyl-3-(3-pyridyl)-2-azabicyclo[2.2.2]oct-5-ene CN1C2C=CC(C1C=1C=NC=CC1)CC2